methane-amidine C(=N)N